Cl.CN[C@@H](CC1=CC=CC=C1)C(=O)OC(C)(NCC1=CC(=CC=C1)C=1OC(=NN1)C=1C(=C(C=CC1)C1=CC=CC=C1)C)C methyl-(3-(5-(2-methyl-[1,1'-biphenyl]-3-yl)-1,3,4-oxadiazol-2-yl)benzyl)aminoethanol methyl-L-phenylalaninate HCl